C1(CC1)C(CNC(=O)C=1NC(C=CN1)=O)CC1=C(C=C(C=C1)F)F N-(2-cyclopropyl-3-(2,4-difluorophenyl)propyl)-6-oxo-1,6-dihydropyrimidine-2-carboxamide